C(C1CO1)OC12C(O1)(O2)OCC2CO2 bisepoxyethylene glycol bisglycidyl ether